P(=O)(O)(O)OCC(=O)[C@H](O)[C@H](O)COP(=O)(O)O D-RIBULOSE 1,5-BISPHOSPHATE